Diethyl (1-formylcyclopropyl)phosphonate C(=O)C1(CC1)P(OCC)(OCC)=O